3-(tert-butyl)-1-(2-(dimethylamino)ethyl)-1H-pyrazol-5-amine C(C)(C)(C)C1=NN(C(=C1)N)CCN(C)C